BrC=1C(=C(N)C(=CC1)F)F 3-bromo-2,6-difluoro-aniline